C(C)(C)[C@H]1OC2=C(CNC1)C=CC(=C2)C(=O)OC methyl (R)-2-isopropyl-2,3,4,5-tetrahydrobenzo[f][1,4]oxazepine-8-carboxylate